8-Cyclobutoxyquinoline-5-carboxylic acid cyclobutyl ester C1(CCC1)OC(=O)C=1C=2C=CC=NC2C(=CC1)OC1CCC1